S(=S)(=O)(OCC(C)C)[O-].[Na+] sodium isobutyl thiosulfate